D-glucose-d6 O=C([C@](O)([C@@](O)([C@](O)([C@](O)(C(O)[2H])[2H])[2H])[2H])[2H])[2H]